7-{3-[1-(2-fluoro-2-methylpropyl)-1H-pyrazol-4-yl]-6-methylpyridin-2-yl}-3-methoxycinnoline FC(CN1N=CC(=C1)C=1C(=NC(=CC1)C)C1=CC=C2C=C(N=NC2=C1)OC)(C)C